N-(5-(3-bromobenzyl)pyridin-2-yl)-1-methyl-6-oxo-1,4,5,6-tetrahydropyridazine-3-carboxamide BrC=1C=C(CC=2C=CC(=NC2)NC(=O)C2=NN(C(CC2)=O)C)C=CC1